N-((R)-2-Fluoro-3-hydroxy-3-methylbutyl)-7-(((R)-1-hydroxypropan-2-yl)amino)-2-phenylthiazolo[5,4-b]pyridin-6-carboxamid F[C@H](CNC(=O)C=1C(=C2C(=NC1)SC(=N2)C2=CC=CC=C2)N[C@@H](CO)C)C(C)(C)O